5-bromo-1,3-dimethyl-7-pyrrolidin-1-yl-pyrazolo[4,3-b]Pyridine BrC1=CC(=C2C(=N1)C(=NN2C)C)N2CCCC2